BrC1=NC(=CC(=C1)C(CC(C)C)O)Cl 1-(2-bromo-6-chloropyridin-4-yl)-1-hydroxy-3-methylbutan